N-[4-(3-Cyanophenyl)-5-(2,6-dimethyl-4-pyridyl)thiazol-2-yl]-6-oxa-2-azaspiro[3.4]octane-2-carboxamide C(#N)C=1C=C(C=CC1)C=1N=C(SC1C1=CC(=NC(=C1)C)C)NC(=O)N1CC2(C1)COCC2